benzo[c]thiophene-2-oxide C=1S(C=C2C1C=CC=C2)=O